C(C)(C)(C)C=1C=C(C=C(C1O)C(C)(C)C)C(C(=O)OCCSCCOC(C(C)C1=CC(=C(C(=C1)C(C)(C)C)O)C(C)(C)C)=O)C thiodiethylene bis(3,5-di-tert-butyl-4-hydroxy-phenylpropionate)